FC1=C(C(=CC(=C1)C=1C(=NC=CC1)SC(C)C)F)N(CCCC(=O)O)C 4-{[2,6-difluoro-4-(2-isopropylsulfanyl-pyridin-3-yl)-phenyl]-methyl-amino}-butyric acid